tert-butyl 1-(4-(N,N-bis(4-methoxybenzyl) sulfamoyl)-3-fluorobenzyl)-2-(cyclopropylmethyl)-5-(4-(trifluoromethoxy) phenyl)-1H-pyrrole-3-carboxylate COC1=CC=C(CN(S(=O)(=O)C2=C(C=C(CN3C(=C(C=C3C3=CC=C(C=C3)OC(F)(F)F)C(=O)OC(C)(C)C)CC3CC3)C=C2)F)CC2=CC=C(C=C2)OC)C=C1